4-[(1S)-1-aminoethyl]-4-fluoropiperidine-1-carboxylic acid tert-butyl ester C(C)(C)(C)OC(=O)N1CCC(CC1)(F)[C@H](C)N